CC1(CC1)CN[C@H]1CN(CCC1)C=1C=NC(=CC1)C1(COC1)C=1SC(=NN1)C1=NC(=CN=C1)N1CCCC1 (R)-N-((1-methylcyclopropyl)methyl)-1-(6-(3-(5-(6-(pyrrolidin-1-yl)pyrazin-2-yl)-1,3,4-thiadiazol-2-yl)oxetan-3-yl)pyridin-3-yl)piperidin-3-amine